C(C(=O)O)(=O)O.ClC=1C(=C(C=CC1F)NC[C@@H]1C[C@H](C1)C(F)(F)F)F (S)-(3-chloro-2,4-difluorophenyl)-((trans)-3-(trifluoromethyl)cyclobutyl)methylamine oxalate